ClC1=NC=C(C=N1)C(C)=O 1-(2-chloropyrimidin-5-yl)ethan-1-one